4-(2,3-Dihydrobenzofuran-5-yl)-5-[4-[(3S)-1-(3-fluoropropyl)pyrrolidin-3-yl]oxyphenyl]-2,3-dihydro-1-benzoxepin-8-ol O1CCC2=C1C=CC(=C2)C=2CCOC1=C(C2C2=CC=C(C=C2)O[C@@H]2CN(CC2)CCCF)C=CC(=C1)O